C(C1=CC=CC=C1)OC=1C=C2CCC=C(C2=CC1)C1=C(C=C(C=C1)N1CCC(CC1)([2H])C(OC)OC)F 1-(4-(6-(benzyloxy)-3,4-dihydronaphthalen-1-yl)-3-fluorophenyl)-4-(dimethoxymethyl)piperidine-4-d